tertiarybutyl alcohol C(C)(C)(C)O